[C@H]12CN(C[C@H](CC1)N2)C2=NC(=NC1=C(C(=CC=C21)C2=CC(=CC1=CC=C(C(=C21)C#C)F)O)F)OCC2(CC2)CN2CCCC2 4-(4-((1R,5S)-3,8-diazabicyclo[3.2.1]octan-3-yl)-8-fluoro-2-((1-(pyrrolidin-1-ylmethyl)cyclopropyl)methoxy)quinazolin-7-yl)-5-ethynyl-6-fluoronaphthalen-2-ol